NC1=C(CNC(C(=O)[NH-])C(=O)C)C=CC=C1 2-((2-aminobenzyl)amino)acetoacetylamide